4-((3-ethynylphenyl)amino)quinazolin C(#C)C=1C=C(C=CC1)NC1=NC=NC2=CC=CC=C12